C(C)(CC)O[Ga] mono-sec-butoxygallium